FC=1C=C(C=C(C1O)F)C1=NC=2CCC(C(C2C=C1)=O)C 2-(3,5-difluoro-4-hydroxyphenyl)-6-methyl-7,8-dihydroquinolin-5(6H)-one